C(C)C=1C(NC=2C=C(C=NC2C1)CN1CC(C1)COC=1C=CC(=NC1C)C(=O)NC)=O 5-((1-((7-ethyl-6-oxo-5,6-dihydro-1,5-naphthyridin-3-yl)methyl)azetidin-3-yl)methoxy)-N,6-dimethylpicolinamide